2-(3-(1-aminoethyl)phenyl)-2,2-difluoroethan-1-ol hydrochloride Cl.NC(C)C=1C=C(C=CC1)C(CO)(F)F